[15-(4,4-diheptoxybutanoyloxy)-8-[heptylsulfanylcarbonyl-[(1-methyl-4-piperidyl)methyl]amino]pentadecyl] 4,4-diheptoxybutanoate C(CCCCCC)OC(CCC(=O)OCCCCCCCC(CCCCCCCOC(CCC(OCCCCCCC)OCCCCCCC)=O)N(CC1CCN(CC1)C)C(=O)SCCCCCCC)OCCCCCCC